[Si](C)(C)(C(C)(C)C)OC(CNC(OC(C)(C)C)=O)CN1N=CC(=C1)B1OC(C(O1)(C)C)(C)C tert-butyl (2-((tert-butyldimethylsilyl)oxy)-3-(4-(4,4,5,5-tetramethyl-1,3,2-dioxaborolan-2-yl)-1H-pyrazol-1-yl)propyl)carbamate